CN1C(C=2C=C(C=NC2CC1)C1=CC=CC=2N1N=CC2C(=O)N2CCCCC2)=O 6-Methyl-3-(3-(piperidine-1-carbonyl)pyrazolo[1,5-a]Pyridin-7-yl)-7,8-dihydro-1,6-naphthyridine-5(6H)-one